C(C)(C)(C)OC(=O)N1CCC2(C[C@H](NC2=O)CCOS(=O)(=O)C2=CC=C(C)C=C2)CC1 (S)-1-oxo-3-(2-(tosyloxy)ethyl)-2,8-diazaspiro[4.5]decane-8-carboxylic acid tert-butyl ester